FC=1N=C(SC1CN1[C@H](C[C@H](C1)OC=1N=NC(=CC1)OC)C)NC(C)=O N-(4-fluoro-5-(((2S,4R)-4-((6-methoxypyridazin-3-yl)oxy)-2-methylpyrrolidin-1-yl)methyl)thiazol-2-yl)acetamide